BrC1=C(C(=C2C(=NC(=NC2=C1F)OC[C@]12CCCN2C[C@@H](C1)F)O)OCC(C1COCC1)NCC(F)F)Cl 7-bromo-6-chloro-5-(2-((2,2-difluoroethyl)amino)-2-(tetrahydrofuran-3-yl)ethoxy)-8-fluoro-2-(((2R,7aS)-2-fluorotetrahydro-1H-pyrrolizin-7a(5H)-yl)methoxy)quinazolin-4-ol